[I-].C(C)N1C(C(C2=CC=C3C(=C12)C=CC=C3)(C)C)C N-ethyl-2,3,3-trimethylbenzindole iodide